2,6-diamino-3-phenyl-azopyridine hydrochloride Cl.NC1(NC(=CC=C1C1=CC=CC=C1)N)N=NC1=NC=CC=C1